FC(C1=NN(C=C1NC(=O)C=1C=NN2C1N=C(C=C2)N2C[C@H](O[C@H](C2)C)C)C2CCC(CC2)CO)F N-[(1S)-3-(difluoromethyl)-1-[4-(hydroxymethyl)cyclohexyl]pyrazol-4-yl]-5-[(2R,6S)-2,6-dimethylmorpholin-4-yl]pyrazolo[1,5-a]pyrimidine-3-carboxamide